4-[(R)-[4-(1,3-Dioxolan-2-ylmethoxy)phenyl]-hydroxy-methyl]-3-[2-fluoro-4-(trifluoromethyl)phenyl]quinolin-7-ol O1C(OCC1)COC1=CC=C(C=C1)[C@H](C1=C(C=NC2=CC(=CC=C12)O)C1=C(C=C(C=C1)C(F)(F)F)F)O